6-(3,5-dimethylpyrazol-1-yl)-2-[1-(1,3,4-thiadiazol-2-yl)piperidin-4-yl]pyridazin-3-one CC1=NN(C(=C1)C)C=1C=CC(N(N1)C1CCN(CC1)C=1SC=NN1)=O